C(=C)C1=NOCC1 vinyl-4H-isoxazole